N-(5-(dimethylamino)pentyl)-5-[18F]fluoropicolinamide CN(CCCCCNC(C1=NC=C(C=C1)[18F])=O)C